F[P-](F)(F)(F)(F)F.C[N+](=C(O)N(C)C)C N,N,N',N'-tetramethyl-uronium hexafluorophosphate